(S)-5-amino-N-ethyl-N-(7-(trifluoromethyl)isochroman-4-yl)-6,8-dihydro-1H-furo[3,4-d]pyrrolo[3,2-b]pyridine-2-carboxamide NC1=C2C(=C3C(=N1)C=C(N3)C(=O)N([C@@H]3COCC1=CC(=CC=C31)C(F)(F)F)CC)COC2